FC1(CC(C1)[C@H](NC(=O)C1=CC=NN1CC)C=1OC2=C(N1)C=C(C=C2)CN2C(N[C@@H](C2)C(F)(F)F)=O)F N-((S)-(3,3-difluorocyclobutyl)(5-(((S)-2-oxo-4-(trifluoromethyl)-imidazolidin-1-yl)methyl)benzo[d]oxazol-2-yl)methyl)-1-ethyl-1H-pyrazole-5-carboxamide